ClC1=CC2=C(C3=C(O2)C(=CC=C3)C=3C=CC=2C(C4=CC=CC=C4OC2C3)(C)C)C=C1 3-(7-chlorodibenzo[b,d]furan-4-yl)-9,9-dimethyl-9H-xanthene